COC(/C=C/C1=NN2C(CN(CCC2)C(=O)OC(C)(C)C)=C1)=O (E)-tert-butyl 2-(3-methoxy-3-oxoprop-1-en-1-yl)-7,8-dihydro-4H-pyrazolo[1,5-a][1,4]diazepine-5(6H)-carboxylate